2,3,4,5-furantetracarboxylic acid O1C(=C(C(=C1C(=O)O)C(=O)O)C(=O)O)C(=O)O